FC(OC1=NC(=CC=C1NC(=O)C1(CN(C1)C(CC(C(=O)O)(C)C)=O)C1=C(C=CC=C1)C(C)C)C)F 4-(3-((2-(difluoromethoxy)-6-methylpyridin-3-yl)carbamoyl)-3-(2-isopropylphenyl)azetidin-1-yl)-2,2-dimethyl-4-oxobutanoic acid